C(#CC)O n-propynol